10-(3-oxobutanoyloxy)decyl 3-oxobutanoate O=C(CC(=O)OCCCCCCCCCCOC(CC(C)=O)=O)C